CC1=NN(C2=CC=CC(=C12)CN1CCC(CC1)NC)C1CNCCC1 3-(3-methyl-4-((4-(methylamino)piperidin-1-yl)methyl)-1H-indazol-1-yl)piperidine